NC1=C2C(=NC=N1)N(N=C2C2=CC=C(C=C2)OC2=CC=CC=C2)[C@H]2CN(CCC2)C(CCCCCSC2=C1C(N(C(C1=CC=C2F)=O)C2C(NC(CC2)=O)=O)=O)=O 4-((6-((R)-3-(4-amino-3-(4-phenoxyphenyl)-1H-pyrazolo[3,4-d]pyrimidin-1-yl)piperidin-1-yl)-6-oxohexyl)thio)-2-(2,6-dioxopiperidin-3-yl)-5-fluoroisoindoline-1,3-dione